C(C)N(C1=CC=C2C(=C(C(OC2=C1)=O)C1=CC=C(C=C1)C#N)C)CC 7-diethylamino-4-methyl-3-(4-cyanophenyl)coumarin